1-methyl-Cyclohexanecarboxylic acid chloromethyl ester ClCOC(=O)C1(CCCCC1)C